(4-(6-trifluoromethyl-1H-indol-3-yl)thiophen-2-yl)-4-oxobutanoic acid FC(C1=CC=C2C(=CNC2=C1)C=1C=C(SC1)C(C(=O)O)CC=O)(F)F